CC1(C2CNC(C12)=O)C 6,6-dimethyl-3-azabicyclo[3.1.0]Hexane-2-one